3-((2-acetamidoethyl)amino)-N-(2-bromo-4-(perfluoropropan-2-yl)-6-(trifluoromethyl)phenyl)-2-fluorobenzamide C(C)(=O)NCCNC=1C(=C(C(=O)NC2=C(C=C(C=C2C(F)(F)F)C(C(F)(F)F)(C(F)(F)F)F)Br)C=CC1)F